NC[C@@]12[C@@H]([C@@H]([C@H](C(OC1)O2)N2C(CCC2=O)=O)O)O ((1S,2R,3R,4R)-1-(aminomethyl)-2,3-dihydroxy-6,8-dioxabicyclo[3.2.1]oct-4-yl)pyrrolidine-2,5-dione